3-(3-methoxypropoxy)-2-phenyl-4H-1-benzopyran-4-one COCCCOC1=C(OC2=C(C1=O)C=CC=C2)C2=CC=CC=C2